C1(CC1)C1=C(CN2CCC3(CN(C3)C3=NC=C(C(=O)O)C=C3)CC2)C=C(C(=C1)C)OCC 6-(7-(2-cyclopropyl-5-ethoxy-4-methylbenzyl)-2,7-diazaspiro[3.5]non-2-yl)nicotinic acid